N-(2-(3-methoxyphenyl)thiazolo[5,4-b]pyridin-6-yl)methanesulfonamide COC=1C=C(C=CC1)C=1SC2=NC=C(C=C2N1)NS(=O)(=O)C